decamethyl-diphenyl-cyclohexasiloxane C[Si]1(O[Si](O[Si](O[Si](O[Si](O[Si](O1)(C1=CC=CC=C1)C1=CC=CC=C1)(C)C)(C)C)(C)C)(C)C)C